NC=1C(NN(C1N)O)(CC(O)C)N(C)C 4,5-diamino-3-dimethylamino-methyl-3-hydroxyethyl-1-hydroxypyrazole